C(C)(C)(C)OC(=O)N1CCCC(=CC1)C=1C=C(C=C2CCCOC12)NC1=NC(=CC(=N1)C)NC tert-butyl-5-[6-[[4-methyl-6-(methylamino)pyrimidin-2-yl]amino]chroman-8-yl]-2,3,4,7-tetrahydroazepine-1-carboxylate